2-Cyclopentyl-N-{2,6-dimethyl-4-[2-(4-trifluoromethyl-phenyl)-thiomorpholin-4-yl]-phenyl}-acetamide C1(CCCC1)CC(=O)NC1=C(C=C(C=C1C)N1CC(SCC1)C1=CC=C(C=C1)C(F)(F)F)C